NC1=CC=C(C=C1)C1=NC2=CC=CC=C2C(=C1)C 2-(4'-amino-phenyl)-4-methylquinoline